N,N-bis(2-ethylhexyl)-6-methyl-1H-Benzotriazol-1-methanamin C(C)C(CN(CN1N=NC2=C1C=C(C=C2)C)CC(CCCC)CC)CCCC